COC1=C(N=NC2=CC=C(C=C12)C(=O)N)C methoxy-3-methylcinnoline-6-carboxamide